hexadecane-5,7-diol CCCCC(CC(CCCCCCCCC)O)O